benzyl 2,7-diazaspiro[3.5]nonane-7-carboxylate C1NCC12CCN(CC2)C(=O)OCC2=CC=CC=C2